6-chloro-5'-(3-chloro-5-fluorophenyl)-2'-(2-cyclopropyl-4-methoxypyrimidin-5-yl)-3'-isopropyl-3'H-spiro[indoline-3,4'-pyrrolo[3,4-d]imidazole]-2,6'(5'H)-dione ClC1=CC=C2C(=C1)NC(C21N(C(C=2N=C(N(C21)C(C)C)C=2C(=NC(=NC2)C2CC2)OC)=O)C2=CC(=CC(=C2)F)Cl)=O